3-(4-amino-1-isopropyl-1H-pyrazolo[3,4-d]pyrimidin-3-yl)benzoic acid NC1=C2C(=NC=N1)N(N=C2C=2C=C(C(=O)O)C=CC2)C(C)C